ClC=1C=C(C=C(C1)Cl)C1(CC(=NO1)C1=CC(=C(C=C1)NC(=S)NC(=O)OCC)C)C(F)(F)F 1-(4-(5-(3,5-dichlorophenyl)-5-(trifluoromethyl)-4,5-dihydroisoxazol-3-yl)-2-methylphenyl)-3-ethoxycarbonylthiourea